methyl-imidazole-2-carboxamide CC=1N=C(NC1)C(=O)N